spiro[cyclohexane-1,1'-isochroman]-3-one C12(OCCC3=CC=CC=C13)CC(CCC2)=O